(rac)-8-(tert-butyl) 4-ethyl 2-methyl-3-oxo-1-oxa-8-azaspiro[4.5]decane-4,8-dicarboxylate CC1OC2(C(C1=O)C(=O)OCC)CCN(CC2)C(=O)OC(C)(C)C